ClC=1C=C(CN2C(=CC3=C(C=CC=C23)N2CCNCC2)C(F)(F)F)C=CC1 3-chlorobenzyl-4-(piperazin-1-yl)-2-(trifluoromethyl)-1H-indole